BrC=1C(=CC(=NC1)N1CCN(CC1)C(=O)OC(C)(C)C)C tertbutyl 4-(5-bromo-4-methyl-2-pyridyl)piperazine-1-carboxylate